(E)-2-octen C\C=C\CCCCC